COC1=C(C(=O)N(C2CCN(CC2)C)C)C(=C(C(=N1)C)C)C 2-methoxy-N,4,5,6-tetramethyl-N-(1-methylpiperidin-4-yl)nicotinamide